6-(6-bromopyrazin-2-yl)-2-(2-(trifluoromethyl)pyridin-4-yl)-2,6-diazaspiro[3.4]octane BrC1=CN=CC(=N1)N1CC2(CN(C2)C2=CC(=NC=C2)C(F)(F)F)CC1